C(C=C)C(C(=O)O)CC(=O)O.C(CCCCCCCCCCC)[Na] dodecyl-sodium allyl-succinate